(s)-2-aminoheptanoic acid N[C@H](C(=O)O)CCCCC